COC=1C=C2[C@]3(C(NC2=CC1)=O)[C@@H](C3)C3=CC=C1C(=NNC1=C3)NC3=CC=CC=1C(COC13)=O (1R,2S)-5'-methoxy-2-{3-[(3-oxo-2,3-dihydro-1-benzofuran-7-yl)amino]-1H-indazol-6-yl}spiro[cyclopropan-1,3'-indol]-2'(1'H)-one